ClC1=C(C=C(C=C1)[Mg]Br)CC1=CC=C(C=C1)OCCOC1CC1 4-chloro-3-[4-(2-cyclopropyloxyethoxy)benzyl]phenylmagnesium bromide